N1([C@H]2[C@@H](CCC1)CNC2)C(=O)OC(C)(C)C tert-butyl (4aS,7aS)-octahydropyrrolo[3,4-b]pyridine-1-carboxylate